3-[1-(2,2-Difluoroethyl)-1H-pyrazolo[3,4-b]pyrazin-6-yl]-1-({[4-(trifluoromethyl)pyridin-2-yl]oxy}methyl)-3-azabicyclo[3.1.0]hexane FC(CN1N=CC=2C1=NC(=CN2)N2CC1(CC1C2)COC2=NC=CC(=C2)C(F)(F)F)F